tert-butyl (1R,5S)-3-(7-bromo-8-fluoro-2-(((2R,7aS)-2-fluorotetrahydro-1H-pyrrolizin-7a(5H)-yl)methoxy)-6-methylquinazolin-4-yl)-3,8-diazabicyclo[3.2.1]octane-8-carboxylate BrC1=C(C=C2C(=NC(=NC2=C1F)OC[C@]12CCCN2C[C@@H](C1)F)N1C[C@H]2CC[C@@H](C1)N2C(=O)OC(C)(C)C)C